2-(2-chlorobenzylamino)-6-aminopurine ClC1=C(CNC2=NC(=C3NC=NC3=N2)N)C=CC=C1